1-(4-(2-(3,4-dimethoxyphenyl)-3-methyl-1H-indol-5-yl)piperidin-1-yl)-2-(4-(dimethylamino)piperidin-1-yl)ethan-1-one COC=1C=C(C=CC1OC)C=1NC2=CC=C(C=C2C1C)C1CCN(CC1)C(CN1CCC(CC1)N(C)C)=O